N-[3-(4-hydroxy-3,3-dimethylpiperidin-1-yl)-2,2-dimethylpropyl]-4H,5H,6H,7H,8H,9H-cycloocta[b]thiophene-2-carboxamide OC1C(CN(CC1)CC(CNC(=O)C1=CC2=C(S1)CCCCCC2)(C)C)(C)C